D(-)-Phenylglycinamide C1=CC=C(C=C1)[C@H](C(=O)N)N